(2R,3R)-2-amino-3-(1H-indol-3-yl)butanoic acid N[C@@H](C(=O)O)[C@H](C)C1=CNC2=CC=CC=C12